C(=O)C1=C(C(=CC=C1)C)NC(OC(C)(C)C)=O TERT-BUTYL 2-FORMYL-6-METHYLPHENYLCARBAMATE